4-cycloheptylpiperazine-1-carboxylic acid [(2s,3s,4e,6r)-3-methyl-12-oxo-2-[(2e,4e)-6-(2-pyrrolidin-1-ylpyrimidin-4-yl) hept-2,4-dien-2-yl]-1-oxocyclododec-4-en-6-yl] ester C[C@@H]\1[C@H](C(C(CCCCC[C@H](/C=C1)OC(=O)N1CCN(CC1)C1CCCCCC1)=O)=O)\C(\C)=C\C=C\C(C)C1=NC(=NC=C1)N1CCCC1